ClC=1C=C(OC2CCC3(CN(C3)C(=O)C3CC(C3)(C)O)CC2)C=CC1C (7-(3-Chloro-4-methylphenoxy)-2-azaspiro[3.5]nonan-2-yl)((1s,3s)-3-hydroxy-3-methylcyclobutyl)methanone